4-Amino-N-(4-hydroxyphenyl)-2-(4-(pyridin-2-yl)piperazin-1-yl)pyrimidine-5-carboxamide NC1=NC(=NC=C1C(=O)NC1=CC=C(C=C1)O)N1CCN(CC1)C1=NC=CC=C1